C1(=CC=CC2=CC=CC=C12)OS(=O)(=O)C(F)(F)F naphthalen-1-yltrifluoromethanesulfonate